5-{2-[2-(4-ethoxynaphthalene-1-sulfonamido)phenyl]ethynyl}pyridine-2-carboxylic acid C(C)OC1=CC=C(C2=CC=CC=C12)S(=O)(=O)NC1=C(C=CC=C1)C#CC=1C=CC(=NC1)C(=O)O